1-(3-(3,6-difluoro-9H-carbazol-9-yl)-2-hydroxypropyl)imidazolidin-2-one FC=1C=CC=2N(C3=CC=C(C=C3C2C1)F)CC(CN1C(NCC1)=O)O